4-[[(tert-butyldiphenylsilyl)oxy]methyl]phenyl 4-(2-azidoethoxy)benzoate N(=[N+]=[N-])CCOC1=CC=C(C(=O)OC2=CC=C(C=C2)CO[Si](C2=CC=CC=C2)(C2=CC=CC=C2)C(C)(C)C)C=C1